C1(=CC=CC=C1)C1C(O1)(C(=O)OCC)C(=O)OCC diethyl 3-phenyloxirane-2,2-dicarboxylate